3-bromo-2-(bromomethyl)-N-(tert-butyl)-6-fluorobenzenesulfonamide BrC=1C(=C(C(=CC1)F)S(=O)(=O)NC(C)(C)C)CBr